(R)-2-(((1-(naphthalen-1-yl)ethyl)amino)methyl)-4H-benzopyran-4-one C1(=CC=CC2=CC=CC=C12)[C@@H](C)NCC=1OC2=C(C(C1)=O)C=CC=C2